Cl.N12CCCC(C1)C2 Azabicyclo[3.1.1]Heptane hydrochloride